N-(2-chloro-4-fluoro-3-{6-oxo-4-[5-(trifluoromethyl)pyridin-2-yl]-1,6-dihydropyrimidin-2-yl}benzyl)isobutyramide ClC1=C(CNC(C(C)C)=O)C=CC(=C1C=1NC(C=C(N1)C1=NC=C(C=C1)C(F)(F)F)=O)F